FC=1C=CC(=C2C(=CN(C12)C)S(=O)(=O)C1=C(C=C(C=C1)N1C=NC(=C1)C)C)C 7-Fluoro-1,4-dimethyl-3-[2-methyl-4-(4-methylimidazol-1-yl)phenyl]sulfonyl-indole